Indeno[6,7,1-cde]indol-2(1H)-one N1C(C2=C3C=4C(=CC=C13)C=CC4C=C2)=O